3-(4-bromophenyl)-N-(2-(4-((5-bromopyridin-2-yl)oxy)piperidine-1-carbonyl)-4-fluorophenyl)propanamide BrC1=CC=C(C=C1)CCC(=O)NC1=C(C=C(C=C1)F)C(=O)N1CCC(CC1)OC1=NC=C(C=C1)Br